5-hydroxy-4'-methoxyflavan OC1=C2CCC(OC2=CC=C1)C1=CC=C(C=C1)OC